3-Bromo-5-chloro-2,6-difluorophenol BrC=1C(=C(C(=C(C1)Cl)F)O)F